6-(2-chlorophenyl)-2-{[3-(hydroxymethyl)phenyl]amino}-8-methyl-5-[2-(triisopropylsilyl)ethynyl]pyrido[2,3-d]pyrimidin-7-one ClC1=C(C=CC=C1)C1=C(C2=C(N=C(N=C2)NC2=CC(=CC=C2)CO)N(C1=O)C)C#C[Si](C(C)C)(C(C)C)C(C)C